3'-cyano-2'-methoxy-[1,1'-biphenyl]-4-carboxylic acid C(#N)C=1C(=C(C=CC1)C1=CC=C(C=C1)C(=O)O)OC